ClC=1C=C(C=CC1)C(CS(=O)(=O)C1=CC=CC=C1)N 1-(3-chlorophenyl)-2-(benzenesulfonyl)ethan-1-amine